4-[3-[2-(3,3-difluoroallyl)-4-hydroxy-5-methyl-pyrazol-3-yl]-1H-1,2,4-triazol-5-yl]-1-methyl-pyrazolo[4,3-C]pyridine-6-carboxamide FC(=CCN1N=C(C(=C1C1=NNC(=N1)C1=NC(=CC2=C1C=NN2C)C(=O)N)O)C)F